CC1=C(C=C(C(=C1)O)C(C)(C)C)C(CC(C)C1=C(C=C(C(=C1)C(C)(C)C)O)C)C1=C(C=C(C(=C1)C(C)(C)C)O)C 1,1,3-tris(2-methyl-5-t-butyl-4-hydroxyphenyl)butane